ClC=1C=C(C=CC1F)N(C(=O)C1N(NC(C1)=O)C1=NC(=CC(=C1)C(F)(F)F)C)C N-(3-chloro-4-fluorophenyl)-N-methyl-2-(6-methyl-4-(trifluoromethyl)pyridin-2-yl)-5-oxopyrazolidine-3-carboxamide